3,6-difluoro-2-[4-oxo-3-(2-oxospiro[3.3]heptan-6-yl)quinazolin-6-yl]oxy-benzonitrile FC=1C(=C(C#N)C(=CC1)F)OC=1C=C2C(N(C=NC2=CC1)C1CC2(CC(C2)=O)C1)=O